(Z)-2-(hex-4-en-1-yl)cyclopentan-1-one C(CC\C=C/C)C1C(CCC1)=O